[Cr].[Si].[Mn].[Ni] Nickel-manganese-silicon-chromium